2-chloro-N-(2'-(4,4-difluorocyclohexyl)-3-fluoro-[2,4'-bipyridyl]-3'-yl)pyrimidine-5-carboxamide ClC1=NC=C(C=N1)C(=O)NC=1C(=NC=CC1C1=NC=CC=C1F)C1CCC(CC1)(F)F